CC1=CC=C(C(=O)O[C@@H]2[C@H](O[C@H](C2)N2C=CC=3C2=NC=CC3C=3SC(=CC3)C)OC(C3=CC=C(C=C3)C)=O)C=C1 ((2R,3S,5R)-3-((4-methylbenzoyl)oxy)-5-(4-(5-methylthiophen-2-yl)-1H-pyrrolo[2,3-b]pyridin-1-yl)tetrahydrofuran-2-yl)4-methylbenzoate